tris(2-aminoethylamino)propane NCCNC(CC)(NCCN)NCCN